C(#N)C=1C(=CC(=NC1N1[C@H](CC1)C)N1C[C@@H]2C([C@@H]2C1)[C@@H](C(=O)OCC)C)C(F)(F)F Ethyl (S)-2-((1R,5S,6R)-3-(5-cyano-6-((S)-2-methylazetidin-1-yl)-4-(Trifluoromethyl)pyridin-2-yl)-3-azabicyclo[3.1.0]hexane-6-yl)propionate